CN(C(CC1=C(C=CC(=C1)NC(=O)NC1=CC=CC=C1)OC1=CC=CC=C1)=O)C 1-(Dimethylamino)-2-[2-phenoxy-5-(3-phenylureido)phenyl]-1-ethanone